O1CCN(CC1)C[SiH](C1=C(C=C)C=CC=C1)COC 2-(morpholinomethylmethoxymethylsilyl)styrene